C1(CC1)C1=NOC(C1)CNC(=O)[C@H]1N(C[C@@H](C1)O)C([C@H](C(C)(C)C)N1N=NC(=C1)C1CC1)=O (2S,4R)-N-[(3-cyclopropyl-4,5-dihydroisoxazol-5-yl)methyl]-1-[(2S)-2-(4-cyclopropyltriazol-1-yl)-3,3-dimethyl-butanoyl]-4-hydroxy-pyrrolidine-2-carboxamide